BrC=1C=C(C=NC1)CN(C(OC(C)(C)C)=O)CCO[Si](C)(C)C(C)(C)C tert-butyl ((5-bromopyridin-3-yl)methyl)(2-((tert-butyldimethylsilyl)oxy)ethyl)carbamate